FC1=C(C(=NN1C)OC)C(F)(F)F fluoro-3-methoxy-1-methyl-4-(trifluoromethyl)pyrazole